5,12-diphenyl-tetracene tert-butyl-4-(1-(4-amino-2-(1-methyl-1H-pyrazol-4-yl)-5-(2,2,2-trifluoroethoxy)phenyl)piperidin-4-yl)piperazine-1-carboxylate C(C)(C)(C)OC(=O)N1CCN(CC1)C1CCN(CC1)C1=C(C=C(C(=C1)OCC(F)(F)F)N)C=1C=NN(C1)C.C1(=CC=CC=C1)C1=C2C=CC=CC2=C(C2=CC3=CC=CC=C3C=C12)C1=CC=CC=C1